C(CCCCCCCCCC)OCCO 2-(undecyloxy)-1-ethanol